COC1=C(C(=O)NC=2N=CN(C2)C)C(=CC(=C1)N1C=NC2=C1C=CC(=C2)C=2C=NN(C2)C)OC 2,6-dimethoxy-N-(1-methylimidazol-4-yl)-4-[5-(1-methylpyrazol-4-yl)benzimidazol-1-yl]benzamide